((2-(bromomethyl)allyl)oxy)(t-butyl)dimethylsilane BrCC(CO[Si](C)(C)C(C)(C)C)=C